2-chloro-3-(4-phenylnaphthalen-1-yl)quinoxaline ClC1=NC2=CC=CC=C2N=C1C1=CC=C(C2=CC=CC=C12)C1=CC=CC=C1